tert-butyl 7-(1-(2,6-bis(benzyloxy)pyridin-3-yl)-3-methyl-2-oxo-2,3-dihydro-1H-benzo[d]imidazol-5-yl)-2,7-diazaspiro[3.5]nonane-2-carboxylate C(C1=CC=CC=C1)OC1=NC(=CC=C1N1C(N(C2=C1C=CC(=C2)N2CCC1(CN(C1)C(=O)OC(C)(C)C)CC2)C)=O)OCC2=CC=CC=C2